rel-N-((4R,5S)-4-(2-aminophenyl)-7-ethyl-6-oxo-1-phenyl-4,5,6,7-tetrahydro-1H-pyrazolo[3,4-b]pyridin-5-yl)-3-(trifluoromethyl)benzamide NC1=C(C=CC=C1)[C@@H]1C2=C(N(C([C@H]1NC(C1=CC(=CC=C1)C(F)(F)F)=O)=O)CC)N(N=C2)C2=CC=CC=C2 |o1:7,12|